OC1=C(C=CC(=C1)OC)C1NC(C(=N1)C1=CC=CC=C1)C1=CC=CC=C1 2,5-dihydro-2-(2-hydroxy-4-methoxyphenyl)-4,5-diphenylimidazole